C(C)(C)(C)OC(C(C(C(C)C)NC(=O)OC(C)(C)C)C(C)=O)=O 2-acetyl-3-(tert-butoxycarbonylamino)-4-methyl-pentanoic acid tert-butyl ester